C(#N)C12CC(C1)(C2)C(=O)O 3-cyano-bicyclo-[1.1.1]-pentane-1-carboxylic acid